CNCC1C(CCC1)(O)C1=CC=C(C=C1)C 2-((methylamino)methyl)-1-(4-methylphenyl)cyclopentan-1-ol